C(CCCC)C(=O)O.C(=O)OCCCCC pentyl formate (pentyl formate)